CC1=C(C=C(C=C1)NC(C[C@@H](C)NC(OC(C)(C)C)=O)=O)C(N[C@H](C)C1=CC=CC2=CC=CC=C12)=O tert-butyl ((R)-4-((4-methyl-3-(((R)-1-(naphthalen-1-yl)ethyl)carbamoyl) phenyl) amino)-4-oxobutan-2-yl)carbamate